rel-4-((2R,3S,5R)-3-(3,4-difluoro-2-methoxyphenyl)-5-methyl-5-(trifluoromethyl)tetrahydrofuran-2-carboxamido)picolinamide FC=1C(=C(C=CC1F)[C@H]1[C@@H](O[C@](C1)(C(F)(F)F)C)C(=O)NC1=CC(=NC=C1)C(=O)N)OC |o1:8,9,11|